C1(=CC=CC=C1)C1=CC=C(C=C1)S(=O)(=O)[O-] p-phenylbenzenesulfonate